N,N'-hexamethylenebis(behenamide) C(CCCCCCCCCCCCCCCCCCCCC)(=O)NCCCCCCNC(CCCCCCCCCCCCCCCCCCCCC)=O